FC=1C(=C(O[C@@H]2CN(CC2)C(=O)OC(C)(C)C)C=CC1)[N+](=O)[O-] tert-butyl (3S)-3-(3-fluoro-2-nitrophenoxy)pyrrolidine-1-carboxylate